NC1=CC(=C2C(=N1)C(C=1C(=CC=CC1O2)Cl)=O)C=2C=NN(C2)C2CCNCC2 2-amino-9-chloro-4-(1-(piperidin-4-yl)-1H-pyrazol-4-yl)-10H-chromeno[3,2-b]pyridin-10-one